6-(4-Methoxypyrrolo[2,1-f][1,2,4]triazin-5-yl)-2-methyl-1-((3-methyl-1,2,4-thiadiazol-5-yl)methyl)-1H-imidazo[4,5-b]pyridin COC1=NC=NN2C1=C(C=C2)C=2C=C1C(=NC2)N=C(N1CC1=NC(=NS1)C)C